6-isopropyl-9-methyl-5-propyl-tridecane C(C)(C)C(C(CCCC)CCC)CCC(CCCC)C